C(CCCCCCCCCCC)(=O)OC(CCCCCCCCCCC)=O dodecanoyl ether